copper-zinc hydroxide nitrate [N+](=O)([O-])[O-].[OH-].[Zn+2].[Cu+2]